ClC1=CC(=C(C=C1)C1=CC=C(C=C1)C1CN(C1)C(CCC1NC(NC1)=O)=O)S(=O)(=O)C (-)-4-[3-[3-[4-(4-chloro-2-methylsulfonyl-phenyl)phenyl]azetidin-1-yl]-3-oxo-propyl]imidazolidin-2-one